CS(=O)(=O)N1C[C@H](CC1)OCC1=NN=C(S1)N (S)-5-(((1-methylsulfonylpyrrolidin-3-yl)oxy)methyl)-1,3,4-thiadiazol-2-amine